(Z)-4-(cyclopentylamino)-N'-(2-ethyl-4-hydroxyphenyl)-6-(6-methoxypyridin-3-yl)pyrrolo[1,2-b]pyridazine-3-carboximidamide C1(CCCC1)NC=1C=2N(N=CC1/C(/N)=N/C1=C(C=C(C=C1)O)CC)C=C(C2)C=2C=NC(=CC2)OC